5-fluoro-2-(piperidin-4-yl)-3,4-dihydroisoquinolin-1-one FC1=C2CCN(C(C2=CC=C1)=O)C1CCNCC1